OC1=C(C=CC(=C1)C(F)(F)F)C1=C2C(=C(N=N1)NCC1(COCC1)O)C=NC=C2 3-[[[1-[2-hydroxy-4-(trifluoromethyl)phenyl]pyrido[3,4-d]pyridazin-4-yl]amino]methyl]tetrahydrofuran-3-ol